8-benzyl-9,10-dihydro-10-phosphaphenanthrene-10-oxide C(C1=CC=CC=C1)C=1C=CC=C2C=3C=CC=CC3P(CC12)=O